[C@H]12CCC[C@H](C1C(=O)O)C2 (1R,5S,6R)-BICYCLO[3.1.1]HEPTANE-6-CARBOXYLIC ACID